(1R,2S)-N-(2,3-dihydroxy-1-naphthalen-2-yl-propyl)-3-(2-fluoro-phenyl)-acrylamide O[C@@H]([C@@H](C1=CC2=CC=CC=C2C=C1)NC(C=CC1=C(C=CC=C1)F)=O)CO